octadecane-4,13-diol CCCC(CCCCCCCCC(CCCCC)O)O